C1(CC1)C(=O)C12CN(CC(NC1)C2)C2=C(C=CC=C2)C(F)(F)F (cyclopropanecarbonyl)-3-(2-(trifluoromethyl)phenyl)-3,6-diazabicyclo[3.2.1]octan